(4-bromo-3-chloro-phenyl)-[2-[5-(1-methylimidazol-4-yl)-2-thienyl]-1,1-dioxo-1,4-thiazinan-4-yl]methanone BrC1=C(C=C(C=C1)C(=O)N1CC(S(CC1)(=O)=O)C=1SC(=CC1)C=1N=CN(C1)C)Cl